6H-dibenzo-(C,E)(1,2)-oxaphosphorin C1=CC=CC2=C1C1=C(PO2)C=CC=C1